N-(2-chloro-4-(trifluoromethyl)phenyl)-2-(2'-(3,6-dihydro-2H-pyran-4-yl)-9'-oxo-5',9'-dihydrospiro[piperidine-4,8'-pyrano[4,3-d][1,2,4]triazolo[1,5-a]pyrimidin]-4'(6'H)-yl)acetamide ClC1=C(C=CC(=C1)C(F)(F)F)NC(CN1C=2N(C(C3=C1CCOC31CCNCC1)=O)N=C(N2)C=2CCOCC2)=O